COC=1C=C2C(=C(C=NC2=CC1)C(=O)N1CCC(CC1)C(F)(F)F)N1CCC2(OCCO2)CC1 (6-Methoxy-4-(1,4-dioxa-8-azaspiro[4.5]decan-8-yl)quinolin-3-yl)(4-(trifluoromethyl)piperidin-1-yl)methanone